N-(2-(5-Formyl-1H-indol-3-yl)ethyl)acetamide C(=O)C=1C=C2C(=CNC2=CC1)CCNC(C)=O